OC1C(OCC1(CO)O)OCC1OC(C(C(C1O)O)O)OCC1=CC=C(C=C1)OC 2-(((3,4-Dihydroxy-4-(hydroxymethyl)tetrahydrofuran-2-yl)oxy)methyl)-6-((4-methoxybenzyl)oxy)tetrahydro-2H-pyran-3,4,5-triol